[OH-].CC=1N(C2=C([N+]1CCCC)C=CC=C2)CCCC 2-methyl-1,3-di-n-butyl-benzimidazolium hydroxide